[C@H]12COCC[C@@]2(C1)C1=C(C(=O)NC=2SC(=NN2)OCC2=CC=C(C=C2)Cl)C=CN=C1 3-((1S,6R)-3-oxabicyclo[4.1.0]heptan-6-yl)-N-(5-((4-chlorobenzyl)oxy)-1,3,4-thiadiazol-2-yl)isonicotinamide